ClC1=NC(=NC(=N1)Cl)C1=CC=CC2=CC=CC=C12 2,4-dichloro-6-(naphthalen-1-yl)-1,3,5-triazine